3-(4-cyano-2-methoxyphenyl)isonicotinic acid C(#N)C1=CC(=C(C=C1)C1=C(C(=O)O)C=CN=C1)OC